4-octyloxy-4'-cyanobiphenyl C(CCCCCCC)OC1=CC=C(C=C1)C1=CC=C(C=C1)C#N